N-(tert-butyl)-3-(5'-(ethylsulfonamido)-4,4-difluorospiro[cyclohexane-1,3'-indoline]-1'-carbonyl)benzenesulfonamide C(C)(C)(C)NS(=O)(=O)C1=CC(=CC=C1)C(=O)N1CC2(C3=CC(=CC=C13)NS(=O)(=O)CC)CCC(CC2)(F)F